CNC(=O)C1=CC=CC=C1 2-(methylcarbamoyl)benzene